N-(6-(1-methyl-1H-pyrazol-4-yl)isoquinolin-3-yl)but-2-ynamide CN1N=CC(=C1)C=1C=C2C=C(N=CC2=CC1)NC(C#CC)=O